2-(benzyloxy)-6-[(2-bromopyridin-4-yl)oxy]-4-methoxybenzaldehyde C(C1=CC=CC=C1)OC1=C(C=O)C(=CC(=C1)OC)OC1=CC(=NC=C1)Br